C(C=C)C1=CC(=C(C(=C1)C=1C(=CC=C(C1)CC=C)O)O)NCC1=CC(=C(C=C1)OC)OC 5,5'-diallyl-3-((3,4-dimethoxybenzyl)amino)-[1,1'-biphenyl]-2,2'-diol